(±)-Benzyl 2-(3-methoxy-3-oxo-2-phenylpropyl)pyrrolidine-1-carboxylate COC(C(CC1N(CCC1)C(=O)OCC1=CC=CC=C1)C1=CC=CC=C1)=O